ethyl 2-(4-formyl-3-methoxyphenoxy)-2-methylpropanoate C(=O)C1=C(C=C(OC(C(=O)OCC)(C)C)C=C1)OC